(3aS*,7aS*)-1-(((S)-5-(ethoxycarbonyl)-6-(3-fluoro-2-methylphenyl)-2-(thiazol-2-yl)-3,6-dihydropyrimidin-4-yl)methyl)-3,3-difluoro-5-oxohexahydro-1H-pyrrolo[2,3-c]pyridin C(C)OC(=O)C1=C(NC(=N[C@H]1C1=C(C(=CC=C1)F)C)C=1SC=CN1)CN1CC([C@@H]2[C@H]1CNC(C2)=O)(F)F |o1:28,29|